tert-butyl 3-(4-(2-aminoethyl)phenyl)-3,8-diazabicyclo[3.2.1]octane-8-carboxylate NCCC1=CC=C(C=C1)N1CC2CCC(C1)N2C(=O)OC(C)(C)C